seryl-imidazolinone N[C@@H](CO)C(=O)N1C=NC(C1)=O